FC(OC1=NC=CC(=C1)CNC(=O)N[C@@H]1C[C@H](CC1)C(F)(F)F)F 1-[[2-(difluoromethoxy)pyridin-4-yl]methyl]-3-[(1S,3S)-3-(trifluoromethyl)cyclopentyl]urea